FC=1C=C2CCCN(C2=C(C1)F)C1=C(C=C(C=C1)S(=O)(=O)C(F)(F)F)[N+](=O)[O-] 6,8-difluoro-1-(2-nitro-4-trifluoromethanesulfonyl-phenyl)-1,2,3,4-tetrahydroquinoline